[Cr](=O)(=O)([O-])[O-].[K+].[K+] potassium chromate